methyl (S)-1-(2-((tert-butoxycarbonyl) amino) propyl)-5-chloro-1H-pyrrole-3-carboxylate C(C)(C)(C)OC(=O)N[C@H](CN1C=C(C=C1Cl)C(=O)OC)C